C(C)OC(=O)C1CCC(CC1)N1C(N=C(C=C1)NC(C1=CC=CC=C1)=O)=O 4-(4-benzamido-2-oxopyrimidin-1(2H)-yl)cyclohexane-1-carboxylic acid ethyl ester